ClC1=CC=NC=2C=C3C(=CC12)O[C@@H](CN(C3)CC=3C=C(C=CC3C)C(C(C(=O)O)(C)C)C3=C(C1=C(N(N=N1)C)C=C3)C)CC 3-(3-(((R)-10-chloro-2-ethyl-2,3-dihydro-[1,4]oxazepino[7,6-g]quinolin-4(5H)-yl)methyl)-4-methylphenyl)-3-(1,4-dimethyl-1H-benzo[d][1,2,3]triazol-5-yl)-2,2-dimethylpropanoic acid